(1R*,2S*)-2-ethynylcyclopentan-1-ol C(#C)[C@H]1[C@@H](CCC1)O |o1:2,3|